C(C)OC(=O)[C@@]12C[C@@H]([C@@H](C=C1)O2)C(=O)OC(C)(C)C |r| racemic-(1RS,3SR,4RS)-7-oxabicyclo[2.2.1]hept-5-ene-1,3-dicarboxylic acid 3-(tert-butyl) ester 1-ethyl ester